FC(OC1=CC2=C(N=C(O2)C=2C(=C(C=CC2)C2=C(C(=CC=C2)C=2N=C(NC2)[C@H]2NCCC2)C)C)C=C1CN1[C@@H](CCC1)C(=O)OC)F methyl ((6-(difluoromethoxy)-2-(2,2'-dimethyl-3'-(2-((S)-pyrrolidin-2-yl)-1H-imidazol-4-yl)-[1,1'-biphenyl]-3-yl)benzo[d]oxazol-5-yl)methyl)-L-prolinate